O1N=C(C2=C1C=CC=C2)C2=C(C=CC=C2)[C@H](CC2=NC(=CC=C2)N(S(=O)(=O)C)S(=O)(=O)C)NC(C(F)(F)F)=O (S)-N-{1-[2-(benzo[d]isoxazol-3-yl)phenyl]-2-[6-(N-[methylsulfonyl]methylsulfonamido)pyridine-2-yl]ethyl}-2,2,2-trifluoroacetamide